FC(OC1=C(C=C(C(=O)O)C=C1)C#CC=1C=NN(C1)C)F 4-(Difluoromethoxy)-3-[(1-methyl-1H-pyrazol-4-yl)ethynyl]benzoic acid